triphenylsulfonium 5-fluoro-2-hydroxybenzenesulfonate FC=1C=CC(=C(C1)S(=O)(=O)[O-])O.C1(=CC=CC=C1)[S+](C1=CC=CC=C1)C1=CC=CC=C1